5Z-Tetradecenal CCCCCCCC/C=C\CCCC=O